C(C)OC(=O)C1=CN(C2=NC(=CC(=C2C1=O)C)Cl)C1=NC(=NS1)C1CC1 7-chloro-1-(3-cyclopropyl-1,2,4-thiadiazol-5-yl)-5-methyl-4-oxo-1,4-dihydro-1,8-naphthyridine-3-carboxylic acid ethyl ester